N1(CCCCC1)CC=1C=C(C=NC1)C=1C=C2C(=NNC2=CC1)C(=O)NC=1C=NC=CC1 5-[5-(piperidin-1-ylmethyl)pyridin-3-yl]-N-pyridin-3-yl-1H-indazole-3-carboxamide